[Na+].[Na+].S([O-])([O-])(=O)=O sulfuric acid disodium salt